C(C)OC(=O)C=1C(=NN2C1N=C(C=C2)N2C(C1CC1C2)C=2C(N(C=C(C2)F)C[C@@H](C)NC(=O)OC(C)(C)C)=O)N 2-amino-5-(2-(1-((R)-2-((tert-butoxycarbonyl)amino)propyl)-5-fluoro-2-oxo-1,2-dihydropyridin-3-yl)-3-azabicyclo[3.1.0]hex-3-yl)pyrazolo[1,5-a]pyrimidine-3-carboxylic acid Ethyl ester